(R)-N-(1-(2-cyano-9-methyl-5-(piperidin-1-yl)imidazo[1,2-c]quinazolin-7-yl)ethylidene)-2-methylpropane-2-sulfinamide C(#N)C=1N=C2N(C(=NC=3C(=CC(=CC23)C)C(C)=N[S@](=O)C(C)(C)C)N2CCCCC2)C1